N-(5-(4-(2,6-dichloro-3,5-dimethoxyphenyl)imidazo[1,2-a][1,6]naphthyridin-8-yl)-4-methoxy-2-(4-oxa-7-azaspiro[2.5]octan-7-yl)phenyl)acrylamide ClC1=C(C(=C(C=C1OC)OC)Cl)C=1C=2N(C3=CC(=NC=C3C1)C=1C(=CC(=C(C1)NC(C=C)=O)N1CCOC3(CC3)C1)OC)C=CN2